3-(3-chloropropyl)-1H-4,2,1-benzooxathiazine 2,2-dioxide ClCCCC1S(NC2=C(O1)C=CC=C2)(=O)=O